C(C)(C)(C)OC(=O)N1C[C@@H](CC1)N1C(N(C=2C1=NC=CC2)C2=CC=C(C=C2)C2=CC=CC=C2)=O (R)-3-(1-([1,1'-biphenyl]-4-yl)-2-oxo-1,2-dihydro-3H-imidazo[4,5-b]pyridin-3-yl)pyrrolidine-1-carboxylic acid tert-butyl ester